C(CCCCCCCCCCCCCCCCCCCCC)[Sn]=O behenyltin oxide